4-(2-(1-Ethyl-3-(trifluoromethyl)-1H-pyrazol-4-yl)-3-fluoro-4-hydroxyphenyl)-thieno[2,3-c]pyridine-2-carbonitrile C(C)N1N=C(C(=C1)C1=C(C=CC(=C1F)O)C1=C2C(=CN=C1)SC(=C2)C#N)C(F)(F)F